CN([C@H]1CN(CC1)C(=O)C1CN(C1)C(=O)C=1C=C(C=O)C=CC1F)C (R)-3-(3-(3-(dimethylamino)pyrrolidine-1-carbonyl)azetidine-1-carbonyl)-4-fluorobenzaldehyde